tert-butyl (R)-(6-((dimethylamino)methyl)-5-(tetrahydrofuran-3-yl)pyridin-2-yl)carbamate CN(C)CC1=C(C=CC(=N1)NC(OC(C)(C)C)=O)[C@@H]1COCC1